FC1=C(C=C(C(=C1)C)C1=NC=C(C=N1)F)NC(=O)OC(=O)C12CC(CC(N1)C2)C ((2-fluoro-5-(5-fluoropyrimidin-2-yl)-4-methylphenyl)carbamoyl)-3-methyl-6-azabicyclo[3.1.1]heptane-1-carboxylate